ClC=1C(=CC(=C(C1)S(=O)(=O)N(CC1=CC=C(C=C1)OC)C1=NC(=CC=C1)F)F)[C@@H]1C[C@@](CC1)(OC)CN(C)C 5-chloro-4-((1S,3R)-3-((dimethylamino)methyl)-3-methoxycyclopentyl)-2-fluoro-N-(6-fluoropyridin-2-yl)-N-(4-methoxybenzyl)benzenesulfonamide